2-(trimethylsilyl)ethyl-2-amino-5-(((tert-butoxycarbonyl)amino)methyl)-3-methylbenzoate C[Si](CCOC(C1=C(C(=CC(=C1)CNC(=O)OC(C)(C)C)C)N)=O)(C)C